S1C(=NC2=C1C=CC=C2)OC=2C=C(CN1CCCC13CCN(CC3)C(=O)OC(C(F)(F)F)C(F)(F)F)C=C(C2)C(F)(F)F 1,1,1,3,3,3-hexafluoropropan-2-yl 1-(3-(benzo[d]thiazol-2-yloxy)-5-(trifluoromethyl) benzyl)-1,8-diazaspiro[4.5]decane-8-carboxylate